C(N)(=O)C1=C(OC2=C(NC3=CC=CC=C23)C2=NNC(=C2)NC(C2=CC=C(C=C2)NC2CCN(CC2)C)=O)C=CC=C1 N-(3-(3-(2-carbamoylphenoxy)-1H-indol-2-yl)-1H-pyrazol-5-yl)-4-((1-methylpiperidin-4-yl)amino)benzamide